CN(C=CC(=O)C1=C(C=CC(=C1)OC=1C(=C2C=CN(C2=CC1F)S(=O)(=O)C1=CC=C(C)C=C1)SC)F)C 3-(dimethylamino)-1-(2-fluoro-5-((6-fluoro-4-(methylthio)-1-tosyl-1H-indol-5-yl)oxy)phenyl)prop-2-en-1-one